BrC=1C=CC(=NC1)C(C(F)(F)F)O 1-(5-bromopyridin-2-yl)-2,2,2-trifluoroethanol